(2-amino-3-(3-(4-(furan-2-ylmethyl)benzyl)isoxazol-5-yl)pyridin-1-ium-1-yl)methyl hydrogen phosphate P(=O)(OC[N+]1=C(C(=CC=C1)C1=CC(=NO1)CC1=CC=C(C=C1)CC=1OC=CC1)N)(O)[O-]